cyano-fluoro-iodo-benzene C(#N)C=1C(=C(C=CC1)I)F